C(CCCCCCC)(=O)OC(CO)CO 1,3-dihydroxyprop-2-yl octanoate